COC(C1=CN=C(C(=C1)NC(CC#N)=O)NC1=CC=C(C=C1)OC)=O 5-(2-cyanoacetamido)-6-((4-methoxyphenyl)amino)nicotinic acid methyl ester